(3S)-3-[(5-amino-1-{[2-methoxy-5-({6-methyl-2,6-diazaspiro[3.3]heptan-2-yl}methyl)phenyl]methyl}-1H-pyrazolo[4,3-d]pyrimidin-7-yl)amino]-hexan-1-ol NC=1N=C(C2=C(N1)C=NN2CC2=C(C=CC(=C2)CN2CC1(C2)CN(C1)C)OC)N[C@H](CCO)CCC